5-(propenyl)cytosine C(=CC)C=1C(=NC(NC1)=O)N